Ethyl 3-((5-bromo-2-nitropyridin-3-yl)amino)-2-((hydroxyimino)methyl)-2-methylpropanoate BrC=1C=C(C(=NC1)[N+](=O)[O-])NCC(C(=O)OCC)(C)C=NO